4-{8-azabicyclo[5.4.0]undeca-1(11),7,9-trien-10-ylamino}-2-[3-methoxy-4-(3-piperidinopropoxy)phenylamino]pyrimidine C=12CCCCCC2=NC=C(C1)NC1=NC(=NC=C1)NC1=CC(=C(C=C1)OCCCN1CCCCC1)OC